Phenanthrolinium [NH+]1=CC=CC2=CC=C3C=CC=NC3=C12